ClC=1C=C(C=CC1N1N=CC=C1)NC(=O)C=1C=NN(C1C1CC1)C1=CN=C2C3=C(C=CC=C13)C(N2)=O N-(3-chloro-4-(1H-pyrazol-1-yl)phenyl)-5-cyclopropyl-1-(2-oxo-1,2-dihydropyrrolo[4,3,2-ij]isoquinolin-6-yl)-1H-pyrazole-4-carboxamide